ClC1=CC=C2C(=N1)N(C(=N2)CF)CC2CCOCC2 5-chloro-2-(fluoromethyl)-3-((tetrahydro-2H-pyran-4-yl)methyl)-3H-imidazo[4,5-b]pyridine